4-((4-chlorophenyl)sulfonamido)-1-methyl-5-(tetrahydro-2H-pyran-4-yl)-1H-pyrazole-3-carboxylic acid ClC1=CC=C(C=C1)S(=O)(=O)NC=1C(=NN(C1C1CCOCC1)C)C(=O)O